3-((6-(4-fluoro-3-(trifluoromethyl)phenoxy)pyridin-3-yl)methoxy)-7,8-dihydro-1H,6H,9H-6,8a-ethanopyrrolo[1',2':3,4]imidazo[1,2-c]pyrimidin-1-one FC1=C(C=C(OC2=CC=C(C=N2)COC=2C=C3N(C(N2)=O)CC24N3C(CC2)CC4)C=C1)C(F)(F)F